COC(=O)C=1C=C(C(=CC1OC)NC(C)=O)S(=O)(=O)O 3-methoxyformyl-6-acetamido-4-methoxybenzenesulfonic acid